C(C)(C)(C)OC(=O)NC=1SC2=C(N1)C(=CC=C2F)C2=C1C=CN3C1=C(C=C2F)C(N2[C@H](CC3)CN(CC2)C(=O)[O-])=O (8aR)-3-(2-((tert-butoxycarbonyl)amino)-7-fluorobenzo[d]thiazol-4-yl)-2-fluoro-14-oxo-7,8,8a,9,11,12-hexahydro-10H,14H-pyrazino[1',2':5,6][1,5]diazocino[3,2,1-hi]indole-10-carboxylate